indenyl-zirconium (IV) trichloride [Cl-].[Cl-].[Cl-].C1(C=CC2=CC=CC=C12)[Zr+3]